(3R,4R)-4-(((7-(((1-Cyclopropyl-1H-pyrazol-5-yl)methyl)amino)-3-isopropyl-pyrazolo[1,5-a]pyrimidin-5-yl)amino)methyl)piperidin-3-ol C1(CC1)N1N=CC=C1CNC1=CC(=NC=2N1N=CC2C(C)C)NC[C@@H]2[C@H](CNCC2)O